(S)-1-chloro-3'-(3-(difluoromethoxy)-5-(trifluoromethyl)pyridin-2-yl)-6,7-dihydro-8H-spiro[isoquinoline-5,4'-oxazolidine] ClC1=NC=CC2=C1CCC[C@]21N(COC1)C1=NC=C(C=C1OC(F)F)C(F)(F)F